COC(C(COC)OC1=CC(=C(C=C1)Cl)F)=O 2-(4-chloro-3-fluorophenoxy)-3-methoxypropionic acid methyl ester